CN1C(=NN=C1)C[C@@H](C)C1=CC(=NC(=C1)C=1C=NNC1)N1C(C2=CC=CC(=C2C1)C(F)(F)F)=O (R)-2-(4-(1-(4-methyl-4H-1,2,4-triazol-3-yl)propan-2-yl)-6-(1H-pyrazol-4-yl)pyridin-2-yl)-4-(trifluoromethyl)isoindolin-1-one